(3-(4-chlorophenylethoxy)phenyl)boronic acid ClC1=CC=C(C=C1)CCOC=1C=C(C=CC1)B(O)O